7-isopropoxy-N-(1-methyl-1H-pyrazol-3-yl)imidazo[1,2-a]Pyridine-6-carboxamide C(C)(C)OC1=CC=2N(C=C1C(=O)NC1=NN(C=C1)C)C=CN2